OCC=1C(=NC=C(C(=O)OC)C1)OC methyl 5-(hydroxymethyl)-6-methoxynicotinate